ClCCCOC1=CC=C(C=C1)C=1N(C2=CC=C(C=C2C(C1OC)=O)[N+](=O)[O-])C 2-(4-(3-Chloropropoxy)phenyl)-3-methoxy-1-methyl-6-nitroquinolin-4(1H)-one